2,5,8-triaza-1,8-nonadiene C=NCCNCCN=C